3-ethyl-3-[(2-oxiranylmethoxy)methyl]-oxetane C(C)C1(COC1)COCC1OC1